FC(CN1N=CC=2C1=NC(=CN2)N2CC1(CN(C1)CC1=NC=C(C=C1)C(F)(F)F)CC2)F 6-[1-(2,2-difluoroethyl)-1H-pyrazolo[3,4-b]pyrazin-6-yl]-2-{[5-(trifluoromethyl)pyridin-2-yl]methyl}-2,6-diazaspiro[3.4]octane